7-[2-(phenylsulfanyl)ethyl]-2'-deoxy-7-deazaadenosine 5'-O-triphosphate P(O)(=O)(OP(=O)(O)OP(=O)(O)O)OC[C@@H]1[C@H](C[C@@H](O1)N1C=C(C=2C(N)=NC=NC12)CCSC1=CC=CC=C1)O